2-(3,8-diazabicyclo[3.2.1]octan-3-yl)-5-(2-methoxyethoxy)-7-(thiazol-2-yl)benzo[d]oxazole C12CN(CC(CC1)N2)C=2OC1=C(N2)C=C(C=C1C=1SC=CN1)OCCOC